(2S)-2-amino-3-(6-fluoro-2,3-dimethylphenyl)-3-hydroxypropionic acid N[C@H](C(=O)O)C(O)C1=C(C(=CC=C1F)C)C